CC(=C)C1=CC(=CC=C1)OCCCCC α-methyl-m-pentoxystyrene